2,2,2-trichloroethyl N-[5-tert-butyl-2-(3-chloro-4-methyl-phenyl)pyrazol-3-yl]carbamate C(C)(C)(C)C=1C=C(N(N1)C1=CC(=C(C=C1)C)Cl)NC(OCC(Cl)(Cl)Cl)=O